(2,4-difluorophenyl)-7-((2S,5R)-2,5-dimethylpiperazin-1-yl)-2H-[1,4]oxazino[2,3,4-ij]quinazolin-5(3H)-one FC1=C(C=CC(=C1)F)C1CN2C(N=C(C3=CC=CC(=C23)O1)N1[C@H](CN[C@@H](C1)C)C)=O